3-(dioctylamino)propyl undecyl phosphate P(=O)(OCCCN(CCCCCCCC)CCCCCCCC)(OCCCCCCCCCCC)[O-]